C1(=CC=CC=C1)C1(C(=CC=CC1(C1=CC=C(C=C1)OC#N)C1=CC=C(C=C1)OC#N)C(=N)N)C(=N)N 2-phenyl-3,3-bis(4-cyanatophenyl)benzenedicarboxamidine